[N+](=O)([O-])C=1N=CN(C1)C1=CC=C(C=C1)OC(F)(F)F 4-nitro-1-(4-(trifluoromethoxy)phenyl)-1H-imidazole